C(C)OC(=O)C=1C(=C(NC1)C1=CC=C(C=C1)C(F)(F)F)C1=CC(=CC=C1)C(F)(F)F (3-(trifluoromethyl)phenyl)-2-(4-(trifluoromethyl)phenyl)Azole-4-carboxylic acid ethyl ester